tert-butyl ((S)-2-(2-((R)-1-aminoethyl)-4-fluorophenoxy)-propyl)carbamate hydrochloride Cl.N[C@H](C)C1=C(O[C@H](CNC(OC(C)(C)C)=O)C)C=CC(=C1)F